OC1=C(C2=CC=CC=C2C=C1)C=O 2-Hydroxy-1-naphthalenealdehyde